COC([C@@H]1[C@H]([C@@H]([C@H]([C@@H](O1)N=[N+]=[N-])OC(C)=O)OC(C)=O)OC(C)=O)=O 2,3,4-tri-O-acetyl-1-azido-1-deoxy-β-D-glucopyranuronic acid methyl ester